NC1CCN(CC1)C1=NC2=CC=C(C=C2C(=N1)C1=CC(=C(C#N)C=C1)F)C1=C(C=CC=C1)Cl 4-(2-(4-aminopiperidin-1-yl)-6-(2-chlorophenyl)quinazolin-4-yl)-2-fluorobenzonitrile